3-chloro-4-(fluoromethoxy)-6-hydroxy-5-((2E,4E)-5-((1R,2R,3E,6R)-3-(hydroxyimino)-1,2,6-trimethylcyclohexyl)-3-methylpenta-2,4-dien-1-yl)-2-methylbenzaldehyde ClC=1C(=C(C=O)C(=C(C1OCF)C\C=C(\C=C\[C@@]1([C@H](/C(/CC[C@H]1C)=N/O)C)C)/C)O)C